The molecule is a methyl ester that is uridine which is substituted at position 5 on the uracil ring by a methoxycarbonylmethoxy group. It is a member of uridines and a methyl ester. COC(=O)COC1=CN(C(=O)NC1=O)[C@H]2[C@@H]([C@@H]([C@H](O2)CO)O)O